(R)-1-(4-(2-(pyrrolidin-2-yl)phenyl)piperidin-1-yl)ethan-1-one N1[C@H](CCC1)C1=C(C=CC=C1)C1CCN(CC1)C(C)=O